N-(2-((2-aminopyrimidin-5-yl)oxy)-5-methylpyridin-3-yl)-4-chloro-3-(trifluoromethyl)benzenesulfonamide NC1=NC=C(C=N1)OC1=NC=C(C=C1NS(=O)(=O)C1=CC(=C(C=C1)Cl)C(F)(F)F)C